benzyl (3S,6S)-3-(((benzyloxy)carbonyl)amino)-6-hydroxyazocane-1-carboxylate C(C1=CC=CC=C1)OC(=O)N[C@@H]1CN(CC[C@H](CC1)O)C(=O)OCC1=CC=CC=C1